(R)-3-(5-(3-cyanophenyl)benzo[d]oxazol-2-yl)-3-fluoropiperidine-1-carbonitrile C(#N)C=1C=C(C=CC1)C=1C=CC2=C(N=C(O2)[C@@]2(CN(CCC2)C#N)F)C1